(6,7-dichloro-1-methyl-9-(prop-1-yn-1-yl)-1,3,4,5-tetrahydro-2H-pyrido[4,3-b]indol-2-yl)(5-methoxypyrimidin-2-yl)methanone ClC1=C(C=C(C=2C3=C(NC12)CCN(C3C)C(=O)C3=NC=C(C=N3)OC)C#CC)Cl